C(C)(=O)O/N=C(\C)/C1=CC(=CC=C1)Br (E)-[1-(3-bromophenyl) ethylidene]amino acetate